O=C(CC\C=C/CCCCCCCC(=O)O)CCCCC 13-keto-9Z-oleic acid